ClC1=C(C=2N=C(N=C(C2C=N1)NCC1(CCC1)N(C)C)OCC12CCCN2CCC1)F 7-chloro-N-((1-(dimethylamino)cyclobutyl)methyl)-8-fluoro-2-((tetrahydro-1H-pyrrolizin-7a(5H)-yl)methoxy)pyrido[4,3-d]pyrimidin-4-amine